OC1=CC=C2C(NC(C2=C1)C1=C(NC2=CC=CC=C12)CNCC1=CC=C2C=CN(C2=C1)CC(=O)N)=O 2-{6-[({[3-(6-hydroxy-3-oxo-2,3-dihydro-1H-isoindol-1-yl)-1H-indol-2-yl]methyl}amino)methyl]-1H-indol-1-yl}acetamide